5-(4-fluorophenyl)-1-imidazo[1,2-a]pyridin-6-yl-pyrrolidin-2-one FC1=CC=C(C=C1)C1CCC(N1C=1C=CC=2N(C1)C=CN2)=O